O=C(C(=O)[O-])CC alpha-ketobutyrate